4-([1,1'-biphenyl]-3-yl)-6-(4-(10-chloroanthracene-9-yl)phenyl)-2-phenylpyrimidine C1(=CC(=CC=C1)C1=NC(=NC(=C1)C1=CC=C(C=C1)C=1C2=CC=CC=C2C(=C2C=CC=CC12)Cl)C1=CC=CC=C1)C1=CC=CC=C1